(5-(1-(3-fluorophenyl)-3-methyl-1H-pyrazol-4-yl)-3-hydroxy-4-methylpicolinoyl)glycine FC=1C=C(C=CC1)N1N=C(C(=C1)C=1C(=C(C(=NC1)C(=O)NCC(=O)O)O)C)C